O[C@@]12CCC([C@@]1(C)CC[C@@H]1[C@]3(CCCCC3CC[C@@H]21)C)=O 14α-hydroxy-androstan-17-one